C1(CCCCC1)NC(=O)C1=CC=CN2C1=NC1=CC=C(C=C1C2=O)O N-cyclohexyl-2-hydroxy-11-oxo-11H-pyrido[2,1-b]quinazoline-6-carboxamide